ClC1=CC=C(C=C1)C(=CN1N=CC=C1)C1=CC=CC=C1 1-(2-(4-chlorophenyl)-2-phenylvinyl)-1H-pyrazole